4-hydroxy-3-(2,2,2-trifluoroethan-1-on-1-yl)-1-[4-(trifluoromethyl)phenyl]benzo[h]quinolin OC1=C(CN(C2=C3C(=CC=C12)C=CC=C3)C3=CC=C(C=C3)C(F)(F)F)C(C(F)(F)F)=O